5-[(3S)-2-(3,3-difluoro-2,2-dimethylpropanoyl)-1,2-oxazolidin-3-yl]-2-methylpyridine-3-carbonitrile FC(C(C(=O)N1OCC[C@H]1C=1C=C(C(=NC1)C)C#N)(C)C)F